O1[C@@H](COCC1)COC1=CC=C(C=C1)NC=1N=CC2=C(N1)CN(CC2)C2=C(C1=C(OCCN1)N=C2)C N-(4-{[(2S)-1,4-dioxan-2-yl]methoxy}phenyl)-7-{8-methyl-1H,2H,3H-pyrido[2,3-b][1,4]oxazin-7-yl}-5H,6H,7H,8H-pyrido[3,4-d]pyrimidin-2-amine